C(#N)C=1C=C(C=CC1)S(=O)(=O)NC1=NC(=C(C=C1)C1=CC2=C(N=C(N=C2)NC2CCC(CC2)N(C)C)N(C1=O)C(C)C)C 3-cyano-N-(5-(2-(((1r,4r)-4-(dimethyl-amino)cyclohexyl)-amino)-8-isopropyl-7-oxo-7,8-dihydropyrido-[2,3-d]pyrimidin-6-yl)-6-methylpyridin-2-yl)-benzenesulfonamide